7-(1-((5-chloropyridin-3-yl)methyl)-1H-pyrazol-4-yl)-3-methyl-9-pentyl-6,9-dihydro-5H-pyrrolo[3,2-d][1,2,4]triazolo[4,3-a]pyrimidin-5-one ClC=1C=C(C=NC1)CN1N=CC(=C1)C1=CC=2N(C=3N(C(C2N1)=O)C(=NN3)C)CCCCC